5,7-Difluoro-1-(4-(4-(methylsulfonyl)piperazin-1-yl)phenyl)-1H-indazol-6-ol FC=1C=C2C=NN(C2=C(C1O)F)C1=CC=C(C=C1)N1CCN(CC1)S(=O)(=O)C